2-amino-3,3-diphenyl-propanoic acid NC(C(=O)O)C(C1=CC=CC=C1)C1=CC=CC=C1